3,5-di(tert-butyl)-4-hydroxyphenyl propionate C(CC)(=O)OC1=CC(=C(C(=C1)C(C)(C)C)O)C(C)(C)C